O1C2=C(OCC1)C=C(C=C2)C2=C(C#N)C(=CC=C2)N2CCC(CC2)N[C@@H]2C[C@@H](C2)OC 2-(2,3-dihydrobenzo[b][1,4]dioxin-6-yl)-6-(4-(cis-3-methoxycyclobutylamino)piperidin-1-yl)benzonitrile